N-(3-chloro-4-methoxyphenyl)-1-(isoquinolin-8-yl)-5-(trifluoromethyl)-1H-pyrazole-4-carboxamide ClC=1C=C(C=CC1OC)NC(=O)C=1C=NN(C1C(F)(F)F)C=1C=CC=C2C=CN=CC12